3-chloro-N-[(2,4-dimethoxyphenyl)methyl]-4-[3-ethyl-3-(1-methyl-4-piperidyl)pyrrolidin-1-yl]-2,6-difluoro-N-(6-fluoro-2-pyridyl)benzenesulfonamide ClC=1C(=C(C(=CC1N1CC(CC1)(C1CCN(CC1)C)CC)F)S(=O)(=O)N(C1=NC(=CC=C1)F)CC1=C(C=C(C=C1)OC)OC)F